FC1(CCC(CC1)C(=O)NN)F 4,4-difluorocyclohexanecarboxhydrazide